4-((2S,5R)-4-((S)-1-(4-Methoxyphenyl)-2-methylpropyl)-2,5-dimethylpiperazin-1-yl)-2-methyl-1-(((S)-tetrahydrofuran-2-yl)methyl)-1H-[1,2,4]triazolo[3,4-b]purine COC1=CC=C(C=C1)[C@H](C(C)C)N1C[C@@H](N(C[C@H]1C)C=1C=2N=C(N(C2N2C(N1)=NN=C2)C[C@H]2OCCC2)C)C